CC1=CC(=NO1)NC(=O)C1=NC=CC=C1 N-(5-methylisoxazol-3-yl)pyridine-2-amide